OC[C@@H](CC)NC(=O)C=1C=C2C=C(N=C(C2=CC1)N1CCC(CC1)C(F)(F)F)OC (R)-N-(1-hydroxybutan-2-yl)-3-methoxy-1-(4-(trifluoromethyl)piperidin-1-yl)isoquinoline-6-carboxamide